C(#N)C=1C=NN(C1)C1=CC(=NC=C1)C1=NC(=NO1)[C@H]1N(CCC1)C(=O)OC(C)(C)C tert-butyl (S)-2-(5-(4-(4-cyano-1H-pyrazol-1-yl)pyridin-2-yl)-1,2,4-oxadiazol-3-yl)pyrrolidine-1-carboxylate